3-ethynylpiperidine hydrochloride salt Cl.C(#C)C1CNCCC1